2-amino-5-(3-nitro-4-chlorophenyl)-1,3,4-thiadiazole NC=1SC(=NN1)C1=CC(=C(C=C1)Cl)[N+](=O)[O-]